CC1=NC=CC=N1.[P] phosphorus methyl-pyrimidine